1-(7-(tert-butoxycarbonyl)-7-azaspiro[3.5]nonan-2-yl)-3-formyl-2-oxo-1,2-dihydropyridine-4-carboxylic acid C(C)(C)(C)OC(=O)N1CCC2(CC(C2)N2C(C(=C(C=C2)C(=O)O)C=O)=O)CC1